[6-(2,3-Dihydro-1H-indol-5-yl)-pyrimidin-4-yl]-[2-(7-fluoro-4-methoxy-2-methyl-indol-1-yl)-ethyl]-amine N1CCC2=CC(=CC=C12)C1=CC(=NC=N1)NCCN1C(=CC2=C(C=CC(=C12)F)OC)C